BrC1=CC(=CC=2CNCCOC21)F 9-Bromo-7-fluoro-3,5-dihydro-2H-1,4-benzoxazepine